BrC1=C(C(=C(C(=C1Br)SC=C)Br)Br)SC1=C(C(=C(C(=C1Br)Br)SC=C)Br)Br bis(2,3,5,6-tetrabromo-4-vinylthiophenyl) sulfide